C(C)(C)(C)OC(=O)N(C(OC(C)(C)C)=O)C1=NN2C(C=C(C(=C2)F)C2=NC(=CC=C2F)C=2C=NN(C2)C(C(C)(F)F)C2=CC=C(C=C2)F)=N1 tert-butyl (tert-butoxycarbonyl)(7-(6-(1-(2,2-difluoro-1-(4-fluorophenyl)propyl)-1H-pyrazol-4-yl)-3-fluoropyridin-2-yl)-6-fluoro-[1,2,4]triazolo[1,5-a]pyridin-2-yl)carbamate